tert-butyl (S)-4-(6-(5-chloro-3-(methoxymethoxy)pyridin-2-yl)-1,2,4-triazin-3-yl)-2-isopropylpiperazine-1-carboxylate ClC=1C=C(C(=NC1)C1=CN=C(N=N1)N1C[C@@H](N(CC1)C(=O)OC(C)(C)C)C(C)C)OCOC